C(C)OC1=CC=C(C=N1)C1=C(C=C(C=C1C=1N=NN(N1)C(C1=CC=CC=C1)(C1=CC=CC=C1)C1=CC=CC=C1)N)F 4-(6-ethoxypyrid-3-yl)-3-fluoro-5-(2-trityl-2H-tetrazol-5-yl)phenylamine